C1(CC1)S(=O)(=O)N1N=CC(=C1)C1=NC=CC(=N1)NC1=NC=C(C(=C1)N1C[C@H](CCC1)O)C#CC1=CSC=C1 (S)-1-(2-((2-(1-(cyclopropylsulfonyl)-1H-pyrazol-4-yl)pyrimidin-4-yl)amino)-5-(thiophen-3-ylethynyl)pyridin-4-yl)piperidin-3-ol